O=C1NC(CCC1N1C(C2=C3C(C(=CC=C13)C(=O)C=1C=NN(C1)C1(CCN(CC1)C(=O)OC(C)(C)C)C)=CC=C2)=O)=O tert-Butyl 4-(4-(1-(2,6-Dioxopiperidin-3-yl)-2-oxo-1,2-dihydrobenzo[cd]indole-6-carbonyl)-1H-pyrazol-1-yl)4-methylpiperidine-1-carboxylate